C(CC(O)(C(=O)O)CC(=O)O)(=O)O.FC1=CC=C(S1)CC[C@@]1(CN(CC1)C(C)(C)C=1C=CC(=NC1)C)[C@@H]1OCCC2=CC=CC=C12 |o1:21,36| 5-(2-((R or S)-3-(2-(5-fluoro-thiophen-2-yl)ethyl)-3-((R or S)-isochroman-1-yl)pyrrolidin-1-yl)propan-2-yl)-2-methylpyridine citrate